(3R)-3-methyl-4-(5-nitro-2-pyridinyl)morpholine C[C@H]1N(CCOC1)C1=NC=C(C=C1)[N+](=O)[O-]